CCC(CCC(=O)C)COC(=O)C1=CC=CC=C1C(=O)O The molecule is a phthalic acid monoester obtained by formal condensation of one of the carboxy groups of phthalic acid with the hydroxy group of 2-ethyl-5-oxohexan-1-ol. It has a role as a human xenobiotic metabolite and a human urinary metabolite. It is a methyl ketone and a phthalic acid monoester.